C1(CC1)NC1=CC(=NC(=N1)N)N 6-Cyclopropylamino-2,4-diaminopyrimidine